C1(=CC(=CC=C1)C1=NC=CC=C1)C1=CC=CC=C1 2-(biphenyl-3-yl)pyridine